3-allyl-3-((tert-butoxycarbonyl)amino)piperidine-1-carboxylic acid benzyl ester C(C1=CC=CC=C1)OC(=O)N1CC(CCC1)(NC(=O)OC(C)(C)C)CC=C